iron-manganese dihydrogen phosphate P(=O)(O)(O)[O-].[Mn+2].[Fe+2].P(=O)(O)(O)[O-].P(=O)(O)(O)[O-].P(=O)(O)(O)[O-]